C(C)(C)(C)OC(N(C(=O)OC(C)(C)C)C1=NC(=C(C(=C1)C)CN)C)=O Tert-butyl-(5-(aminomethyl)-4,6-dimethylpyridin-2-yl)(tert-butoxycarbonyl)carbamate